BrC=1C(=C(C=CC1)NC1=NC=CC2=C1N=C(O2)SC)Cl N-(3-bromo-2-chlorophenyl)-2-methylthiooxazolo[4,5-c]Pyridin-4-amine